1-(4-methoxybenzyl)-quinolin-2-one COC1=CC=C(CN2C(C=CC3=CC=CC=C23)=O)C=C1